C(C)C1C(=NOC1=O)C1=CC=C(C=C1)C(F)(F)F ethyl-3-(4-(trifluoromethyl)phenyl)isoxazol-5(4H)-one